C(C)SC1=NC(=CC(=C1C(=O)NCC1=CC(=CC=C1)F)C)N1CC=2C=CC(=NC2CC1)C(F)(F)F 2-Ethylsulfanyl-N-[(3-fluorophenyl)-methyl]-4-methyl-6-[2-(trifluoromethyl)-5,6,7,8-tetrahydro-[1,6]naphthyridin-6-yl]pyridine-3-carboxylic acid amide